[N+](=O)([O-])C1=NN(C(=N1)N)C=1N=NNN1 3-Nitro-1-(2H-tetrazol-5-yl)-1H-1,2,4-triazol-5-amine